CNC1=C(C(=O)O)C=CC(=C1)C#CC1=C(C=CC=C1)NS(=O)(=O)C=1C(=CC=C2C=CC=NC12)C 2-(methylamino)-4-{2-[2-(7-methylquinoline-8-sulfonamido)-phenyl]ethynyl}benzoic acid